(D)-β-hydroxyvaleric acid OC(CC(=O)O)CC